COC1=C(C=CC(=C1)OC)C1=CC=C(C=C1)COC=1C=C2CCC(CC2=CC1)CCN(C)C 6-(2',4'-dimethoxybiphenyl-4-yl)methoxy-2-[2-(N,N-dimethylamino)ethyl]Tetrahydronaphthalene